2-((hexahydro-1H-pyrrolizine-7a-yl) methoxy)-5,6-dihydropyrido[3,4-d]pyrimidine-7(8H)-carboxylate C1CCN2CCCC12COC=1N=CC2=C(N1)CN(CC2)C(=O)[O-]